ClC=1C(=NC2=CC(=C(N=C2C1N[C@@H](CC)C=1C=C(C#N)C=CC1F)C=1C=NC(=CC1)P(=O)(C)C)F)C 3-[(1S)-1-({3-chloro-6-[6-(dimethylphosphoryl)pyridin-3-yl]-7-fluoro-2-methyl-1,5-naphthyridin-4-yl}amino)propyl]-4-fluorobenzonitrile